C(=O)(O)C1CCC(CC1)CN1[C@H]([C@]2([C@H]([C@@H]1C(=O)NC1(C(=O)O)CC(=CC=C1)OC)C1=C(C=CC=C1)Cl)CNC1=CC=C(C=C12)Cl)CC(C)(C)C (2'S,3S,4'S,5'R)-1-((((1r,4S)-4-carboxycyclohexyl)methyl)-5-chloro-4'-(2-chlorophenyl)-2'-neopentylspiro[indoline-3,3'-pyrrolidine]-5'-carboxamido)-3-methoxybenzoic acid